[F-].FC(F)(F)S(=O)(=O)[O-] trifluoromethyl-sulfonate, fluoride salt